CN(CC(=O)N1CCC2(CN(C(N2CC2=C(C(=CC=C2)F)C)=O)C2=NC(=C(C=C2)C=2C=NNC2)OC)CC1)C 8-(2-(dimethylamino)acetyl)-1-(3-fluoro-2-methylbenzyl)-3-(6-methoxy-5-(1H-pyrazol-4-yl)pyridin-2-yl)-1,3,8-triazaspiro[4.5]decan-2-one